CC(C)(C)[S@@](=O)N[C@H]1C2(CC3=CC=CC=C13)CCC(CC2)C2=NC=C(N=C2)SCC2CC2 (R)-2-methyl-N-[(1s,3'S,4R)-4-{5-[(cyclopropylmethyl)sulfanyl]pyrazin-2-yl}-1',3'-dihydrospiro[cyclohexane-1,2'-inden]-3'-yl]propane-2-sulfinamide